3-amino-5-(1-hydroxy-1-methyl-ethyl)-1H-pyrazole-4-carbonitrile NC1=NNC(=C1C#N)C(C)(C)O